ClC1=C(C=CC=C1)[C@@H]1COCCN1C=1C(=C(C(=O)N[C@H](C)\C=C\S(=O)(=O)C)C=C(C1)F)F ((R)-3-(2-Chlorophenyl)morpholino)-2,5-difluoro-N-((R,E)-4-(methylsulfonyl)but-3-en-2-yl)benzamide